C(C)(C)(C)OC(=O)N1CC2(C(CC=3C(=C4C(NCC4=CC3)=O)O2)C2C(NC(CC2)=O)=O)C1 (2,6-Dioxopiperidin-3-yl)-9'-oxo-4',7',8',9'-tetrahydro-3'H-spiro[azetidine-3,2'-pyrano[2,3-e]isoindole]-1-carboxylic acid tert-butyl ester